(Z)-methyl-16-(2-(dimethylamino)-3-(hexyloxy)propoxy)hexadec-7-enoate COC(CCCCC\C=C/CCCCCCCCOCC(COCCCCCC)N(C)C)=O